ClC1=CC(=C2C=C(NC2=C1Cl)C(=O)OC)OC methyl 6,7-dichloro-4-methoxy-1H-indole-2-carboxylate